2-[6-[(3aR,7aS)-6-methyl-3,3a,4,5,7,7a-hexahydro-2H-pyrrolo[2,3-c]pyridin-1-yl]pyridazin-3-yl]-3-(trifluoromethyl)phenol CN1C[C@@H]2[C@H](CC1)CCN2C2=CC=C(N=N2)C2=C(C=CC=C2C(F)(F)F)O